C(C)N(CC(=O)O)S(=O)(=O)C(C(C(C(C(C(C(C(F)(F)F)(F)F)(F)F)(F)F)(F)F)(F)F)(F)F)(F)F N-ethyl-N-(perfluoro-1-octanesulfonyl)glycine